methyl 4,6-difluoro-1-methyl-1H-indazole-3-carboxylate FC1=C2C(=NN(C2=CC(=C1)F)C)C(=O)OC